COC1=C(C=CC=C1)C=1NC(=C(N1)C1=CC(=CC=C1)OC)C1=CC(=CC=C1)OC 2-(o-methoxyphenyl)-4,5-di(m-methoxyphenyl)imidazole